(R)-4-chloro-5-(3-((5-(3,5-dimethylisoxazol-4-yl)pyridazin-3-yl)oxy)pyrrolidin-1-yl)pyridazin-3(2H)-one ClC=1C(NN=CC1N1C[C@@H](CC1)OC=1N=NC=C(C1)C=1C(=NOC1C)C)=O